(R,E)-N-(1-(3,4-dimethoxyphenyl)ethyl)-3-(5-(pyrimidin-5-yl)-1H-pyrrolo[2,3-b]pyridin-3-yl)acrylamide COC=1C=C(C=CC1OC)[C@@H](C)NC(\C=C\C1=CNC2=NC=C(C=C21)C=2C=NC=NC2)=O